CC=1N=C2N(N=CC3=C2C(CN3)(C)C)C1 2,9,9-trimethyl-8,9-dihydro-7H-imidazo[1,2-b]pyrrolo[3,2-d]pyridazine